ClC1=CC=C(OC2=CC=C(C=C2)C2C(=NN(C(C2)=O)C)C(=O)N)C=C1 (4-(4-chlorophenoxy)phenyl)-1-methyl-6-oxo-1,4,5,6-tetrahydropyridazine-3-carboxamide